(1S,5S)-5-(hydroxymethyl)-3-methyl-3-azabicyclo[3.1.0]hexan-2-one OC[C@@]12CN(C([C@H]2C1)=O)C